C1(CC1)C(=O)N1CC2=CC(=CC(=C2CC1)[C@H]1N(CCC1)C(=O)OC(C)(C)C)C=1C=C2C(=NC1)NC=C2C (S)-tert-butyl 2-(2-(cyclopropanecarbonyl)-7-(3-methyl-1H-pyrrolo[2,3-b]pyridin-5-yl)-1,2,3,4-Tetrahydroisoquinolin-5-yl)pyrrolidine-1-carboxylate